1,3-bis(4-cyanooxyphenyl)-2-cyanooxybenzoate C(#N)OC1=CC=C(C=C1)C1(C(=O)[O-])C(C(=CC=C1)C1=CC=C(C=C1)OC#N)OC#N